carbon-oxide lithium [Li].[C]=O